CC1(OC2=CC=C(C=C2C(C1)NC(=O)[C@H]1[C@@H](C1)[C@@H](N1C(NC(CC1=O)(C)C)=[NH2+])C=1C=[NH+]C=CC1)C(F)(F)F)C [1-[(R)-[(1R,2R)-2-[[2,2-dimethyl-6-(trifluoromethyl)chroman-4-yl]carbamoyl]cyclopropyl]-pyridin-1-ium-3-yl-methyl]-4,4-dimethyl-6-oxo-hexahydropyrimidin-2-ylidene]ammonium